ClC1=C(C=CC=C1N)S 2-chloro-3-aminothiophenol